C(#N)C1=C(C2=C(CN(CC2C2=C(C(=CC=C2)F)C=2C(=NN(C2)C)C(F)(F)F)C(=O)OC(C)(C)C)S1)C tert-butyl 2-cyano-4-(3-fluoro-2-(1-methyl-3-(trifluoromethyl)-1H-pyrazol-4-yl)phenyl)-3-methyl-4,7-dihydrothieno[2,3-c]pyridine-6(5H)-carboxylate